[Si](C)(C)(C(C)(C)C)OC1CCOC=2C1=NC(=C(C2)F)NC(OC(C)(C)C)=O tert-butyl N-[4-[tert-butyl(dimethyl)silyl]oxy-7-fluoro-3,4-dihydro-2H-pyrano[3,2-b]pyridin-6-yl]carbamate